N1-hydroxy-N8-(4-(N-(5-methyl-1,3,4-thiadiazol-2-yl)sulfamoyl)phenyl)octanediamide ONC(CCCCCCC(=O)NC1=CC=C(C=C1)S(NC=1SC(=NN1)C)(=O)=O)=O